C(C1=CC=CC=C1)SC(=O)NC1=C(C(=O)O)C=CC=C1 2-(((benzylthio)carbonyl)amino)benzoic acid